Methyl 2-amino-4,6-difluoro-benzoate NC1=C(C(=O)OC)C(=CC(=C1)F)F